7-(3,5-dichloro-4-fluorophenyl)-N-[(4S)-3,4-dihydro-2H-chromen-4-yl]-3-isopropyl-6-methylpyrazolo[5,1-b][1,3]thiazole-2-carboxamide ClC=1C=C(C=C(C1F)Cl)C=1C(=NN2C1SC(=C2C(C)C)C(=O)N[C@H]2CCOC1=CC=CC=C21)C